BrC1=C(C=C(C(=O)N2CC=3N(CC2)C(N(C3C(=O)NCC3=C(C=CC=C3)OC)C3=CC=C(C=C3)OC)=O)C=C1)Cl 7-(4-bromo-3-chloro-benzoyl)-2-(4-methoxyphenyl)-N-[(2-methoxyphenyl)methyl]-3-oxo-6,8-dihydro-5H-imidazo[1,5-a]pyrazine-1-carboxamide